C(#N)[C@H](C[C@H]1C(NCCC1)=O)NC([C@H](CC1CC1)NC(OCC1C2=CC=CC=C2C=2C=CC=CC12)=O)=O (9H-fluoren-9-yl)methyl [(2S)-1-({(1S)-1-cyano-2-[(3S)-2-oxopiperidin-3-yl]ethyl}amino)-3-cyclopropyl-1-oxopropan-2-yl]carbamate